4-bromobenzenebutyronitrile BrC1=CC=C(C=C1)CCCC#N